4-[((trans)-3-hydroxy-3-methylcyclobutyl)amino]-1-(2-chlorophenyl)-7-(trifluoromethyl)pyrido-[2,3-d]pyrimidin-2(1H)-one OC1(CC(C1)NC=1C2=C(N(C(N1)=O)C1=C(C=CC=C1)Cl)N=C(C=C2)C(F)(F)F)C